C(C=C)OC(C(F)(F)F)=O.[Pd+2] palladium (II) allyltrifluoroacetate